N1CCC(CC1)C#CCN1CCN(CC1)C=O (4-(3-(piperidin-4-yl)prop-2-yn-1-yl)piperazin-1-yl)methanone